FC(C1=NN=C(S1)C1=NN=C2N1C=C(C=C2N2CCC(CC2)C(C)(C)O)S(=O)(=O)NC2(CC2)CF)F 3-(5-(difluoromethyl)-1,3,4-thiadiazol-2-yl)-N-(1-(fluoromethyl)cyclopropyl)-8-(4-(2-hydroxypropan-2-yl)piperidin-1-yl)-[1,2,4]triazolo[4,3-a]pyridine-6-sulfonamide